O1CC(C1)N1C[C@@H](CC1)NC(=O)[C@@H]1CC[C@H]2N1C([C@H](C[C@H]1[C@@H](C2)C1)NC(=O)C1=CC2=C(S1)C=CC=C2)=O 2-(((3S,6S,7aS,8aR,9aR)-3-(((R)-1-(oxetan-3-yl)pyrrolidin-3-yl)carbamoyl)-5-oxodecahydro-1H-cyclopropa[d]pyrrolo[1,2-a]azocin-6-yl)carbamoyl)benzo[b]-thiophen